N-[4-[2-[[4-(Dimethylamino)cyclohexyl]amino]-8-isopropyl-7-oxo-pteridin-6-yl]-2-fluoro-phenyl]-1-spiro[3.3]heptan-2-yl-methanesulfonamide CN(C1CCC(CC1)NC1=NC=2N(C(C(=NC2C=N1)C1=CC(=C(C=C1)NS(=O)(=O)CC1CC2(C1)CCC2)F)=O)C(C)C)C